C(C)(C)(C)OC(=O)N1CCC=2C1=NC=CC2OC2=C(C=C(C=C2)NC(=O)C=2C(N(C(N(C2)C(C)C)=O)C2=CC=C(C=C2)F)=O)F 4-(2-fluoro-4-(3-(4-fluorophenyl)-1-isopropyl-2,4-dioxo-1,2,3,4-tetrahydropyrimidine-5-carboxamido)phenoxy)-2,3-dihydro-1H-pyrrolo[2,3-b]pyridine-1-carboxylic acid tert-butyl ester